C=C1C(NC(C(N1)=O)=CC=1N=C(NC1C(C)C)CCCN1CCN(CC1)C(C)=O)=O methylene-6-(5-isopropyl-1-(3-(4-(acetyl)piperazinyl)propylimidazole-4-yl)methylene)piperazine-2,5-dione